C(#C)C=1C=CC=C2C=CC=C(C12)C1=C(C=2N=C(N=C(C2C=N1)N1C[C@H]2C=C[C@@H](C1)N2C(=O)OC(C)(C)C)OCC21CCCN1CCC2)F tert-butyl (1R,5S)-3-(7-(8-ethynylnaphthalen-1-yl)-8-fluoro-2-((tetrahydro-1H-pyrrolizin-7a(5H)-yl)methoxy)pyrido[4,3-d]pyrimidin-4-yl)-3,8-diazabicyclo[3.2.1]oct-6-ene-8-carboxylate